COC(=O)N1CC2=C(C=C(C=C2CC1)C=1C=C2C(=NC1)NC=C2C)[C@H]2N(CCC2)C(=O)OC(C)(C)C (S)-8-(1-(tert-butoxycarbonyl)pyrrolidin-2-yl)-6-(3-methyl-1H-pyrrolo[2,3-b]pyridine-5-yl)-3,4-dihydroisoquinoline-2(1H)-carboxylic acid methyl ester